O=C1NC(CCC1N1C(C2=CC=CC(=C2C1)SCCCCCCC(=O)N1CCC(CC1)C1CCNC=2N1N=C(C2C(=O)N)C2=CC=C(C=C2)OC2=CC=CC=C2)=O)=O 7-(1-(7-((2-(2,6-dioxopiperidin-3-yl)-1-oxoisoindolin-4-yl)thio)heptanoyl)piperidin-4-yl)-2-(4-phenoxyphenyl)-4,5,6,7-tetrahydropyrazolo[1,5-a]pyrimidine-3-carboxamide